FC1CC(N(C1)C(CC1=CC(=NN1)C)=O)C(=O)NC(C1=CC=C(C=C1)C(C)C)C1=CC=CC=C1 4-fluoro-1-[2-(3-methyl-1H-pyrazol-5-yl)acetyl]-N-{phenyl-[4-(propan-2-yl)phenyl]methyl}pyrrolidine-2-carboxamide